PHENYL-ACETONE C1(=CC=CC=C1)CC(C)=O